C(=O)(C=1C(OC2=CC(=CC=C2C1)N(CCCC)CCCC)=O)C=1C(OC2=CC(=CC=C2C1)N(CCCC)CCCC)=O 3,3'-carbonylbis(7-dibutylaminocumarin)